COC=1C=C(C=CC1N1C=NC(=C1)C)C(=O)C1=CC=C(C=C1)C1=CC(=C(C(=C1)F)F)F (3-methoxy-4-(4-methyl-1H-imidazol-1-yl)phenyl)(3',4',5'-trifluoro-[1,1'-biphenyl]-4-yl)methanone